O[C@H]1C[C@H](NC1)CNC(=O)C1=CN(CCS1)C=1C2=C(N=CN1)NC=C2C N-(((2S,4S)-4-Hydroxypyrrolidin-2-yl)methyl)-4-(5-methyl-7H-pyrrolo[2,3-d]pyrimidin-4-yl)-3,4-dihydro-2H-1,4-thiazine-6-carboxamide